F[C@H]1[C@@H]2CC[C@H](C[C@H]1N(C=1N=CC(=NC1)C1=C(C=C(C=C1)C1=CC(=NC=C1)OC)O)C)N2 2-(5-(((1S,2S,3R,5R)-2-fluoro-8-azabicyclo[3.2.1]octan-3-yl)(methyl)amino)pyrazin-2-yl)-5-(2-methoxypyridin-4-yl)phenol